tert-butyl (3-(4-bromobenzyl)bicyclo[1.1.1]pentan-1-yl)carbamate BrC1=CC=C(CC23CC(C2)(C3)NC(OC(C)(C)C)=O)C=C1